3-chloro-N-((1-(3-chlorobenzoyl)-1,2,3,4-tetrahydroquinolin-6-yl)methyl)benzamide ClC=1C=C(C(=O)NCC=2C=C3CCCN(C3=CC2)C(C2=CC(=CC=C2)Cl)=O)C=CC1